NC=1N=NC(=CC1N1CC2CCC(C1)N2C2=NC=C(C=N2)C2CCC(CC2)N2CC1(C2)CC(C1)C(=O)O)C1=C(C=CC=C1)O 2-(4-(2-(3-(3-amino-6-(2-hydroxyphenyl)pyridazin-4-yl)-3,8-diazabicyclo[3.2.1]octan-8-yl)pyrimidin-5-yl)cyclohexyl)-2-azaspiro[3.3]heptane-6-carboxylic acid